C(C)(=O)N[C@@H](CCCNC(=O)N)C(=O)O N-Acetyl-L-citrulline